N1=CC=C(C=C1)C1=NN2C(N=C(C=C2N2CCOCC2)C=C)=C1 4-(2-(pyridin-4-yl)-5-vinylpyrazolo[1,5-a]pyrimidin-7-yl)morpholine